N-(2,6-dimethyl-4-(pyrrolidin-1-yl)-phenyl)-2-(5-fluoro-thiophen-2-yl)acetamide CC1=C(C(=CC(=C1)N1CCCC1)C)NC(CC=1SC(=CC1)F)=O